5-Fluoro-7-{1-[1-(triphenylmethyl)imidazol-4-yl]vinyl}-2,3-dihydro-1H-inden-1-ol FC=1C=C2CCC(C2=C(C1)C(=C)C=1N=CN(C1)C(C1=CC=CC=C1)(C1=CC=CC=C1)C1=CC=CC=C1)O